1-silacyclopenta-2,4-diene [SiH2]1C=CC=C1